4-amino-3-cyclopropyl-8-methylsulfonyl-1,3-dihydroquinoxalin-2-one NN1C(C(NC2=C(C=CC=C12)S(=O)(=O)C)=O)C1CC1